CS(=O)(=O)C1=CC=C(CNC(=O)C=2C(N(C(=C(C2)C2=CSC=C2)C)C2=CC(=CC=C2)C(F)(F)F)=O)C=C1 6-methyl-2-oxo-5-thiophen-3-yl-1-(3-trifluoromethylphenyl)-1,2-dihydro-pyridine-3-carboxylic acid 4-methanesulfonyl-benzylamide